1-(benzo[d][1,3]dioxol-4-yl)-N-(5-cyano-6-(2H-1,2,3-triazol-2-yl)pyridin-3-yl)-5-(trifluoromethyl)-1H-pyrazole-4-carboxamide O1COC2=C1C=CC=C2N2N=CC(=C2C(F)(F)F)C(=O)NC=2C=NC(=C(C2)C#N)N2N=CC=N2